C(C)(C)(C)NCCNC(C)(C)C N,N'-bis(t-butyl)ethylenediamine